C(C=C)(=O)O prop-enoic acid